ClC=1C=C(C=CC1F)NC(N(CCCO)C(C)C1=CNC(C2=C(C(=CC=C12)F)F)=O)=O 3-(3-chloro-4-fluorophenyl)-1-(1-(7,8-difluoro-1-oxo-1,2-dihydroisoquinolin-4-yl)ethyl)-1-(3-hydroxypropyl)urea